2-methyl-1-(4-morpholinylphenyl)-2-morpholinyl-1-propanone CC(C(=O)C1=CC=C(C=C1)N1CCOCC1)(C)N1CCOCC1